NC/C(/CN1N=CC=2C(N(CCC21)C2CC2)=O)=C\F (E)-1-(2-(aminomethyl)-3-fluoroallyl)-5-cyclopropyl-1,5,6,7-tetrahydro-4H-pyrazolo[4,3-c]pyridin-4-one